N-{2-[3-(1,3-dioxolan-2-yl)-2-[(4-methoxyphenyl)methoxy]phenyl]pyrimidin-4-yl}-5-isopropyl-8-[3-(methanesulfonylmethyl)azetidin-1-yl]isoquinolin-3-amine O1C(OCC1)C=1C(=C(C=CC1)C1=NC=CC(=N1)NC=1N=CC2=C(C=CC(=C2C1)C(C)C)N1CC(C1)CS(=O)(=O)C)OCC1=CC=C(C=C1)OC